trans-4-((4-(1-Isopropyl-1H-pyrazol-4-yl)pyridin-2-yl)((trans-4-(4-methoxy-3-methylphenyl)cyclohexyl)methyl)carbamoyl)-cyclohexyl 3-hydroxyazetidine-1-carboxylate OC1CN(C1)C(=O)O[C@@H]1CC[C@H](CC1)C(N(C[C@@H]1CC[C@H](CC1)C1=CC(=C(C=C1)OC)C)C1=NC=CC(=C1)C=1C=NN(C1)C(C)C)=O